Hexyl 2-methyl-4-pentenoate CC(C(=O)OCCCCCC)CC=C